methyl (2S)-5-cyclobutoxy-6-[2-(4-hydroxypiperidin-4-yl)-1,3-thiazol-4-yl]-2-methyl-1,2,3,4-tetrahydroquinoline-1-carboxylate C1(CCC1)OC1=C2CC[C@@H](N(C2=CC=C1C=1N=C(SC1)C1(CCNCC1)O)C(=O)OC)C